C(#N)C1=CN(C2=CC=C(C=C12)NC(C1=CC=NC=C1)=O)C(C)C N-(3-cyano-1-isopropyl-1H-indol-5-yl)isonicotinamide